2-methyl-2-(4-chlorophenyl)-1,2,3,4-tetrahydroquinoline CC1(NC2=CC=CC=C2CC1)C1=CC=C(C=C1)Cl